C(C1=CC=CC=C1)N1C=C(C2=CC=CC=C12)[C@@H](C1CCCC(N1)=O)F 6-((S)-(1-benzyl-1H-indol-3-yl)fluoromethyl)piperidin-2-one